CCCCCCCCCCCCCCCCCC=CC=CCCCCC=CC octacosa-18,20,26-triene